2-methyl-2-isopropyl-1,3-dimethyl-Oxypropane CC(COC)(COC)C(C)C